C(C)C1(CCCCC1)CC DIETHYL-CYCLOHEXANE